2,4-dichlorobenzate ClC1=C(C(=O)[O-])C=CC(=C1)Cl